2-(9-ethyl-9H-carbazol-3-yl)-1H-benzo[d]imidazole-6-carbonitrile C(C)N1C2=CC=CC=C2C=2C=C(C=CC12)C1=NC2=C(N1)C=C(C=C2)C#N